NC=1C(=CC(=C(C(=O)OC)C1)Cl)Cl methyl 5-amino-2,4-dichloro-benzoate